1-hydroxy-3,3-difluorocyclobutane-1-carboxylic acid OC1(CC(C1)(F)F)C(=O)O